CN1N=C2C=C(C(=CC2=C1)[N+](=O)[O-])OC1CCOCC1 2-methyl-5-nitro-6-((tetrahydro-2H-pyran-4-yl)oxy)-2H-indazole